S(CCC(C(=O)[O-])CC1=CC(=C(C(=C1)C(C)(C)C)O)C(C)(C)C)CCC(C(=O)[O-])CC1=CC(=C(C(=C1)C(C)(C)C)O)C(C)(C)C thiodiethylenebis[3-(3,5-di-tert-butyl-4-hydroxyphenyl)propionate]